C(C)C(C1=CC(=C(C(=C1)C(C)(C)C)O)C(C)(C)C)S(=O)(=O)[O-].C(C)C(C1=CC(=C(C(=C1)C(C)(C)C)O)C(C)(C)C)S(=O)(=O)[O-].[Ca+2] calcium bis(ethyl 3,5-di-tert-butyl-4-hydroxybenzylsulfonate)